C(C)(C)(C)OC(=O)NC=1OC2=C(N1)C=C(C=C2)C(=O)O 2-((tert-butoxycarbonyl)amino)benzo[d]oxazole-5-carboxylic acid